CC=1C=C(C=C(C1)C)NC1=NC=CC(=N1)C1=NN(C(=C1)C(=O)NCCN1CCCCC1)C 3-{2-[(3,5-dimethylphenyl)amino]pyrimidin-4-yl}-1-methyl-N-[2-(piperidin-1-yl)ethyl]-1H-pyrazole-5-carboxamide